ClC=1C=CC2=C(CCC=3C(=NC=CC3)C2=C2CCN(CC2)CC(COC2=CC=C(C=C2)[C@@H]2CC[C@H](CC2)CC(=O)OC)O)C1 trans-methyl 2-(4-(4-(3-(4-(8-chloro-5,6-dihydro-11H-benzo[5,6]cyclohepta[1,2-b]pyridin-11-ylidene)piperidin-1-yl)-2-hydroxypropoxy)phenyl)cyclohexyl)acetate